N-[2-(dimethylcarbamoyl)-2-methyl-6-morpholino-3H-benzofuran-5-yl]pyrazolo[1,5-a]pyrimidine-3-carboxamide CN(C(=O)C1(OC2=C(C1)C=C(C(=C2)N2CCOCC2)NC(=O)C=2C=NN1C2N=CC=C1)C)C